O[C@@H]([C@H](C(=O)N([C@H](C(=O)OC)CC(C)C)C)CC(F)(F)F)CCCCCC methyl (2S)-2-[[(2R,3R)-3-hydroxy-2-(2,2,2-trifluoroethyl)nonanoyl]-methyl-amino]-4-methyl-pentanoate